FC1=C(C(=O)N2CCC(CC2)N2CC(C2)(N2N=CC(=C2)C=2C3=C(N=CN2)NC=C3)CC#N)C(=CC=C1)C(F)(F)F {1-{1-[2-fluoro-6-(trifluoromethyl)benzoyl]piperidin-4-yl}-3-[4-(7H-pyrrolo[2,3-d]pyrimidin-4-yl)-1H-pyrazol-1-yl]azetidin-3-yl}acetonitrile